CN(C(CC1CCCCC1)=O)C1=CC=C(C=C1)OC N-methyl-2-cyclohexyl-N-(4-methoxyphenyl)acetamide